FC1=C(C(=CC(=C1)OC1CN(C1)CC(CC)C)F)[C@H]1N([C@@H](CC2=C1NC1=CC=CC=C21)C)CC(C)(C)F (1R,3R)-1-(2,6-difluoro-4-((1-(2-methylbutyl)azetidin-3-yl)oxy)phenyl)-2-(2-fluoro-2-methylpropyl)-3-methyl-2,3,4,9-tetrahydro-1H-pyrido[3,4-b]indole